(E)-pent-2-enecarboxylic acid C(\C=C\CC)C(=O)O